CC1=C(C(=CC=C1CCC)C)O 2,6-dimethyl-3-propylphenol